FC([C@]1(CCC=2C=C3CCCC3=C(C12)N)O[Si](C)(C)C)(F)F |r| racemic-3-(trifluoromethyl)-3-((trimethylsilyl)oxy)-1,2,3,5,6,7-hexahydro-s-indacen-4-amine